4-methyl-6,7-dihydro-4H-pyrazolo[5,1-C][1,4]oxazine CC1OCCN2C1=CC=N2